COC(C1=CC=C(C=C1)N1C2=CC=C(C=C2C=2C=C(C=CC12)C=1C=NNC1)C=1C=NNC1)=O 4-(3,6-bis(1H-pyrazol-4-yl)-9H-carbazole-9-yl)benzoic acid methyl ester